E-serine N[C@@H](CO)C(=O)O